CN(C1(CCC2(CN(C(N2CC2(CCC2)C)=O)CC2=CC=C(C=C2)OC)CC1)C1=CC=CC=C1)C 8-(dimethylamino)-3-(4-methoxybenzyl)-1-((1-methylcyclobutyl)methyl)-8-phenyl-1,3-diazaspiro[4.5]decan-2-one